O[C@@H](C(=O)O)CCC1=CC=CC=C1 |r| racemic-2-hydroxy-4-phenylbutyric acid